FC(CCCOCC1OC1)(C(F)(F)F)F 2-(4,4,5,5,5-Pentafluoropentoxymethyl)oxirane